C1(=CC=C(C=C1)C1=C(C(C(=O)[O-])=CC=C1C(=O)[O-])C(=O)[O-])C1=C(C(C(=O)[O-])=CC=C1C(=O)[O-])C(=O)[O-] para-phenylene-bis(trimellitate)